FC(COC1=C(C(=CC=C1)C(F)(F)F)SC)F 2-(2,2-Difluoroethoxy)-6-trifluoromethyl-thioanisole